N1N=NN=C1CN1C(=NC=2N(C(NC2C1=O)=O)[C@@H]1O[C@@H]([C@H]([C@H]1O)F)CO)N ((1H-tetrazol-5-yl)methyl)-2-amino-9-((2R,3S,4S,5R)-4-fluoro-3-hydroxy-5-(hydroxymethyl)tetrahydrofuran-2-yl)-7,9-dihydro-1H-purine-6,8-dione